C1(=CC=C(C=C1)N1C2=CC=CC=C2C=2C=C(C=CC12)B1OC(C)(C)C(C)(C)O1)C1=CC=CC=C1 9-(4-biphenylyl)carbazole-3-boronic acid pinacol ester